ClC1=CC=C2C(=CNC2=C1)CN1C=CC2=CC(=CC=C12)O ((6-chloro-1H-indol-3-yl)methyl)-1H-indol-5-ol